N-(4-(4-(7-(4,4-difluoropiperidin-1-yl)pyrazolo[1,5-a]pyridin-5-yl)-1H-1,2,3-triazol-1-yl)-3-(6-azaspiro[2.5]oct-6-yl)phenyl)-2-hydroxyethane-1-sulfonamide FC1(CCN(CC1)C1=CC(=CC=2N1N=CC2)C=2N=NN(C2)C2=C(C=C(C=C2)NS(=O)(=O)CCO)N2CCC1(CC1)CC2)F